Methyl-5-((t-butoxycarbonyl)amino)-2-chloroisonicotinic acid CC1=C(C(=O)O)C(=CN=C1Cl)NC(=O)OC(C)(C)C